N1C[C@@H](CCC1)NC(OC(C)(C)C)=O tert-butyl (R)-Piperidin-3-ylcarbamate